1-(2-phenyl-4-(pyridin-2-yl)-5,8-dihydropyrido[3,4-d]pyrimidin-7(6H)-yl)prop-2-en-1-one C1(=CC=CC=C1)C=1N=C(C2=C(N1)CN(CC2)C(C=C)=O)C2=NC=CC=C2